3-[4-ethoxy-5-(8-fluoro-2-methylimidazo[1,2-a]pyridin-6-ylcarbamoyl)pyrimidin-2-yl]-2,5-dihydro-1H-pyrrole-1-carboxylic acid tert-butyl ester C(C)(C)(C)OC(=O)N1CC(=CC1)C1=NC=C(C(=N1)OCC)C(NC=1C=C(C=2N(C1)C=C(N2)C)F)=O